5-bromo-3-methoxybenzene-1,2-dicarboxylic acid 1,2-dimethyl ester COC(=O)C=1C(=C(C=C(C1)Br)OC)C(=O)OC